Azole-5-carbonitrile N1C=CC=C1C#N